4-hydrazino-6-oxo-1-(tetrahydro-2H-pyran-4-yl)-1,6-dihydropyridine-3-carboxylic acid N(N)C=1C(=CN(C(C1)=O)C1CCOCC1)C(=O)O